C(CCC)NCC(CN)S(=O)(=O)O N-butyl-2-sulfo-1,3-propylenediamine